ClC1=C(C(=O)NCC(CC)(F)F)C=C(C=C1)[N+](=O)[O-] 2-chloro-N-(2,2-difluorobutyl)-5-nitrobenzamide